C(C1CO1)C=1C(=C(C(=C(C1)O)N)CC1CO1)CC1CO1 tri-glycidyl-aminophenol